N-(1-methyl-3-(pyridin-2-yl)-1H-pyrazol-4-yl)-6-(1H-pyrrol-2-yl)picolinamide CN1N=C(C(=C1)NC(C1=NC(=CC=C1)C=1NC=CC1)=O)C1=NC=CC=C1